ClC1=C(OC=2C=CC(=C(C2)S(=O)(=O)NC2(CC2)C(=O)NCC(F)F)OC)C(=CC(=C1)N1N=C(C(NC1=O)=O)C(F)F)Cl 1-[[5-[2,6-dichloro-4-[6-(difluoromethyl)-3,5-dioxo-1,2,4-triazin-2-yl]phenoxy]-2-methoxy-phenyl]sulfonylamino]-N-(2,2-difluoroethyl)cyclopropanecarboxamide